C(C=N)=N ethane-1,2-diimine